4-(4-((3-methoxybenzyl)(4-morpholinophenyl)amino)benzyl)piperazin-2-one COC=1C=C(CN(C2=CC=C(CN3CC(NCC3)=O)C=C2)C2=CC=C(C=C2)N2CCOCC2)C=CC1